ClC=1C=C2C=C(C(=NC2=C(C1)F)NC)C#N 6-chloro-8-fluoro-2-(methylamino)quinoline-3-carbonitrile